1-(2-bromoethyl)-1H-pyrazole-5-carboxylic acid BrCCN1N=CC=C1C(=O)O